FC=1C=C(C=CC1OC1=NC=NC2=CC(=C(C=C12)OC)OCCCN1CCN(CC1)C)NC(=O)C1=C(N(C2=CC=C(C=C2C1=O)OC(F)(F)F)C)C N-(3-fluoro-4-((6-methoxy-7-(3-(4-methylpiperazin-1-yl)propoxy)quinazolin-4-yl)oxy)phenyl)-1,2-dimethyl-4-oxo-6-(trifluoromethoxy)-1,4-dihydroquinoline-3-carboxamide